BrC=1C(=C(C(=C(C1)N(C1=CC=CC=C1)C1=CC=CC=C1)CC)C1=CC=CC=C1)C1=CC=CC=C1 monobromodiphenyl-ethyl-triphenylamine